ClC=1C(=NC=C(C1)F)CN1C(=NC(=C1)C(F)F)C=1C=NC(=CC1)Cl 3-chloro-2-[[2-(6-chloro-3-pyridyl)-4-(difluoromethyl)imidazol-1-yl]methyl]-5-fluoro-pyridine